3-(5-(((1S,2R)-2-(((1-ethyl-1H-pyrazol-4-yl)methyl)amino)cyclohexyl)oxy)-1-oxoisoindolin-2-yl)piperidine-2,6-dione C(C)N1N=CC(=C1)CN[C@H]1[C@H](CCCC1)OC=1C=C2CN(C(C2=CC1)=O)C1C(NC(CC1)=O)=O